C1CC12CCN(CC2)C2=C(N)C=CC=C2F 2-(6-azaspiro[2.5]octan-6-yl)-3-fluoro-aniline